(1-((1-ethyl-1H-pyrazol-4-yl)methyl)-7-fluoro-2-(1-(3-hydroxypropyl)-2,3-dihydro-1H-pyrrolo[1,2,3-de]quinoxalin-5-yl)-1H-benzo[d]imidazol-5-yl)methanone C(C)N1N=CC(=C1)CN1C(=NC2=C1C(=CC(=C2)C=O)F)C2=CC=1C=3N2CCN(C3C=CC1)CCCO